6-(2,4-dimethylthiazol-5-yl)-2-((1-(2-fluorobenzyl)piperidin-4-yl)methyl)pyridazin-3(2H)-one CC=1SC(=C(N1)C)C=1C=CC(N(N1)CC1CCN(CC1)CC1=C(C=CC=C1)F)=O